ClC=1C=C2C(=C3C1NC(NC31CCCCC1)=O)OC(=N2)COCC(=O)N(C)C 2-({5-chloro-7-oxo-7,8-dihydro-6H-spiro[[1,3]oxazolo[5,4-f]quinazoline-9,1'-cyclohexan]-2-yl}methoxy)-N,N-dimethylacetamide